N5-[2-(dimethylamino)-5-pyrimidinyl]-N2,N2-dimethyl-2,5-Pyrimidinediamine CN(C1=NC=C(C=N1)NC=1C=NC(=NC1)N(C)C)C